C1=CC=CC=2C3=CC=CC=C3C(C12)N([C@@H](CC(=O)O)C(N1CCCC1)=O)C(=O)OC (3S)-3-(9H-fluoren-9-yl-methoxycarbonylamino)-4-oxo-4-pyrrolidin-1-ylbutanoic acid